CC1=NC=C(C=N1)N 2-methylpyrimidin-5-amine